8-(cyclopropylmethylsulfanyl)-7-ethyl-1,3-dimethyl-1H-purine-2,6(3H,7H)-dione C1(CC1)CSC1=NC=2N(C(N(C(C2N1CC)=O)C)=O)C